(Z)-4-(2-((1-(3-chlorophenyl)-2,5-dioxopyrrolidin-3-ylidene)methyl)phenoxy)-N-ethylbenzamide ClC=1C=C(C=CC1)N1C(\C(\CC1=O)=C/C1=C(OC2=CC=C(C(=O)NCC)C=C2)C=CC=C1)=O